4-ethoxy-N-(4-fluoro-2-methylbenzo[d]oxazol-6-yl)-2-(methylsulfinyl)-pyrimidine-5-carboxamide C(C)OC1=NC(=NC=C1C(=O)NC1=CC2=C(N=C(O2)C)C(=C1)F)S(=O)C